1-(triethoxysilylmethyl)-1H-1,2,4-triazole C(C)O[Si](OCC)(OCC)CN1N=CN=C1